N[C@@H]1[C@H](CCCC1(F)F)O[C@@H]1[C@H](CN(CC1)C(=O)OC(C)(C)C)F tert-butyl (3S,4S)-4-(((1S,2R)-2-amino-3,3-difluorocyclohexyl)oxy)-3-fluoropiperidine-1-carboxylate